1-(4-(((R)-1-cyanoethyl)amino)-5-(4-(4-hydroxy-4-(2-oxoethyl)cyclohexyl)-1H-1,2,3-triazol-1-yl)pyridin-2-yl)-1H-pyrazolo[3,4-b]pyridine-5-carbonitrile C(#N)[C@@H](C)NC1=CC(=NC=C1N1N=NC(=C1)C1CCC(CC1)(CC=O)O)N1N=CC=2C1=NC=C(C2)C#N